4-t-butylazo-4-cyano-valeric acid C(C)(C)(C)N=NC(CCC(=O)O)(C)C#N